7,17-dihydroxy-8,10,13,15,19-docosapentaenoic acid OC(CCCCCC(=O)O)C=CC=CCC=CC=CC(CC=CCC)O